COC=1C(=C2C=CNC2=C(C1)C)CN1N=C2C(=C(C=CC2=C1)C#N)OC1CCNCC1 2-((5-methoxy-7-methyl-1H-indol-4-yl)methyl)-7-(piperidin-4-yloxy)-2H-indazole-6-carbonitrile